4-[2-(6-methylpyrido[3,2-b]carbazol-9-yl)oxyethyl]morpholine CN1C=2C=CC(=CC2C=2C=C3C(=CC12)C=CC=N3)OCCN3CCOCC3